tert-butyl (R)-(1'-(5-((5-chloro-3-(2-hydroxy-2-methylpropyl)-4-oxo-3,4-dihydroquinazolin-6-yl)thio)pyrazin-2-yl)-4,6-dihydrospiro[cyclopenta[d]thiazole-5,4'-piperidin]-6-yl)carbamate ClC1=C2C(N(C=NC2=CC=C1SC=1N=CC(=NC1)N1CCC2(CC1)[C@H](C1=C(N=CS1)C2)NC(OC(C)(C)C)=O)CC(C)(C)O)=O